(Z)-3-(5-(5-(3-(4-(1-(4-hydroxyphenyl)-2-phenylbut-1-en-1-yl)phenoxy)propyl)hexahydro-pyrrolo[3,4-c]pyrrol-2(1H)-yl)-1-oxoisoindolin-2-yl)piperidine-2,6-dione OC1=CC=C(C=C1)/C(=C(\CC)/C1=CC=CC=C1)/C1=CC=C(OCCCN2CC3C(C2)CN(C3)C=3C=C2CN(C(C2=CC3)=O)C3C(NC(CC3)=O)=O)C=C1